1-(3-chloro-5'-fluoro-2'-hydroxy-3'-(5-(4-isopropylpiperazin-1-yl)-6-methylpyridin-3-yl)-[1,1'-biphenyl]-4-yl)-3-methyl-1H-imidazol-2(3H)-one ClC=1C=C(C=CC1N1C(N(C=C1)C)=O)C1=C(C(=CC(=C1)F)C=1C=NC(=C(C1)N1CCN(CC1)C(C)C)C)O